3-(2-Chloro-phenyl)-2-{2-[4-(4-methyl-piperazin-1-yl)-phenylamino]-pyrimidin-4-yl}-thiazolo[3,2-a]pyrimidin-5-one ClC1=C(C=CC=C1)C1=C(SC=2N1C(C=CN2)=O)C2=NC(=NC=C2)NC2=CC=C(C=C2)N2CCN(CC2)C